ethyl 2-(4-chlorophenyl)-1-hydroxy-4-methyl-1H-imidazole-5-carboxylate ClC1=CC=C(C=C1)C=1N(C(=C(N1)C)C(=O)OCC)O